TETRAHYDROPYRANOPYRAZOLE N1NCC2C1=CC=CO2